(5-(4-(4-cyanophenyl)piperidine-1-carbonyl)pyridazin-3-yl)-6-(isopropylamino)nicotinamide C(#N)C1=CC=C(C=C1)C1CCN(CC1)C(=O)C=1C=C(N=NC1)C1=C(C(=O)N)C=CC(=N1)NC(C)C